Aminomethyl-Xylendiamin NCC1=C(C(=C(C(=C1)C)C)N)N